ClC=1C(=C(C=C(C1)O)C1=C(C=2N=C(N=C(C2C=N1)N1CC(CCC1)(O)C)OCC12CCCN2CCC1)F)C1CC1 1-(7-(3-chloro-2-cyclopropyl-5-hydroxyphenyl)-8-fluoro-2-((tetrahydro-1H-pyrrolizin-7a(5H)-yl)methoxy)pyrido[4,3-d]pyrimidin-4-yl)-3-methylpiperidin-3-ol